BrC1=C(N(C2=NC=C3C(=C21)N(C(N3)=O)C(C)C)S(=O)(=O)C3=CC=CC=C3)C=3C=NN(C3)CC(C)(C)O 8-bromo-7-(1-(2-hydroxy-2-methylpropyl)-1H-pyrazol-4-yl)-1-isopropyl-6-(phenylsulfonyl)-3,6-dihydroimidazo[4,5-d]pyrrolo[2,3-b]pyridin-2(1H)-one